(3aR,4S,6R,6aS)-2,2-dimethyl-6-(4-methyl-7H-pyrrolo[2,3-d]pyrimidin-7-yl)tetrahydro-4H-cyclopenta[d][1,3]dioxole-4-carboxylic acid methyl ester COC(=O)[C@H]1C[C@H]([C@@H]2OC(O[C@@H]21)(C)C)N2C=CC1=C2N=CN=C1C